C(C(C)N)N 1,2-Propylen-diamin